(2R,3S)-5,7-bis(benzyloxy)-2-(3,4-bis(benzyloxy)phenyl)chroman-3-yl-3-(benzyloxy)-4-(methylsulfonamido)benzoate C(C1=CC=CC=C1)OC1=C2C[C@@H]([C@H](OC2=CC(=C1)OCC1=CC=CC=C1)C1=CC(=C(C=C1)OCC1=CC=CC=C1)OCC1=CC=CC=C1)OC(C1=CC(=C(C=C1)NS(=O)(=O)C)OCC1=CC=CC=C1)=O